ClC1=NC(=NC(=C1C(=O)O)Cl)C 4,6-dichloro-2-methyl-pyrimidine-5-carboxylic acid